3-((4,5-dicyclohexyl-6-(2-(ethoxymethoxy)-4-ethynylphenyl)pyridazin-3-yl)amino)piperidine-1-carboxylic acid tert-butyl ester C(C)(C)(C)OC(=O)N1CC(CCC1)NC=1N=NC(=C(C1C1CCCCC1)C1CCCCC1)C1=C(C=C(C=C1)C#C)OCOCC